ClC=1C=C2C(=C3C1NC(NC31CCCCC1)=O)OC(=N2)CNC2CCC(CC2)OC 5-chloro-2-({[(1R,4R)-4-methoxycyclohexyl]amino}methyl)-7,8-dihydro-6H-spiro[[1,3]oxazolo[5,4-f]quinazoline-9,1'-cyclohexan]-7-one